C(C1=CC=CC=C1)N1C2(CC2)CC(C1=O)(F)F 4-benzyl-6,6-difluoro-4-azaspiro[2.4]heptan-5-one